COC=1C=CC=2C3=C(NC2C1)C(=NC(=N3)C=C)NCCCP(OCC)(OCC)=O Diethyl (3-((7-methoxy-2-vinyl-5H-pyrimido[5,4-b]indol-4-yl)amino)propyl)phosphonate